4-methyl-N-[2-(benzyl)ethyl]benzenesulfonamide CC1=CC=C(C=C1)S(=O)(=O)NCCCC1=CC=CC=C1